C(#N)C1=C[C@@](CC(C1=O)(C)C)(C)N(C(=O)C=1C=NC(=CC1)OC(F)F)C N-[(1S)-3-cyano-1,5,5-trimethyl-4-oxocyclohex-2-en-1-yl]-6-(difluoromethoxy)-N-methylpyridine-3-carboxamide